4-azido-6,6,6-trifluorooxohexanoate N(=[N+]=[N-])C(CC(C(=O)[O-])=O)CC(F)(F)F